1-(2-propenyl)-2-benzimidazolone C(C=C)N1C(NC2=C1C=CC=C2)=O